CC(C)(C)C=1C=C(C=C(C1O)C(C)(C)C)CC(C(O)O)(C)CCCC 2-[[3,5-bis(1,1-dimethylethyl)-4-hydroxyphenyl]methyl]-2-butylpropanediol